1-(5-(3-((4-chlorobenzyl)amino)-2-hydroxypropoxy)-2-methyl-1-(p-tolyl)-1H-indol-3-yl)ethanone ClC1=CC=C(CNCC(COC=2C=C3C(=C(N(C3=CC2)C2=CC=C(C=C2)C)C)C(C)=O)O)C=C1